(3S)-N-{5-[(2R)-2-(2,5-difluorophenyl)-1-pyrrolidinyl]pyrazolo[1,5-a]pyrimidin-3-yl}-3-hydroxy-1-pyrrolidinecarboxamide sulfate S(=O)(=O)(O)O.FC1=C(C=C(C=C1)F)[C@@H]1N(CCC1)C1=NC=2N(C=C1)N=CC2NC(=O)N2C[C@H](CC2)O